2'-bromo-5-chloro-N-(5-chloro-6-(2H-1,2,3-triazol-2-yl)pyridin-3-yl)-2,4'-difluoro-[1,1'-biphenyl]-4-carboxamide BrC1=C(C=CC(=C1)F)C1=C(C=C(C(=C1)Cl)C(=O)NC=1C=NC(=C(C1)Cl)N1N=CC=N1)F